Cl.C(C)N[C@H](CC1=CC=CC=C1)[C@@H]1OCCC1 (1R)-N-ETHYL-1-[(2R)-OXOLAN-2-YL]-2-PHENYLETHANAMINE, HYDROCHLORIDE